O=C1NC(CCC1N1C(C2=CC=C(C=C2C1=O)NCCNC1=CC(=CC=C1)N1CCC(CC1)C1=CC=CC=C1)=O)=O 2-(2,6-dioxopiperidin-3-yl)-5-((2-((3-(4-phenylpiperidin-1-yl)phenyl)amino)ethyl)amino)isoindoline-1,3-dione